1,6-diisocyanato-2,4,4-trimethyl-hexane phenyl-(2-phenylpyridin-4-yl)carbamate C1(=CC=CC=C1)N(C(O)=O)C1=CC(=NC=C1)C1=CC=CC=C1.N(=C=O)CC(CC(CCN=C=O)(C)C)C